N1N=C(C=C1)CC(C)N 1-(3-1H-pyrazolyl)propan-2-amine